FC(C=1C=C(OC2=CC=CC=C2)C=CC1)(F)F 6-[3-(trifluoromethyl)phenoxy]benzene